1-(4-chlorobenzyl)-3-(4-(1-methyl-1H-pyrazol-3-yl)phenyl)urea ClC1=CC=C(CNC(=O)NC2=CC=C(C=C2)C2=NN(C=C2)C)C=C1